1-(2-(1-benzyl-5-methyl-1H-pyrazol-4-yl)-2-oxoethyl)-2-oxo-5-(3,3,3-trifluoroprop-1-en-2-yl)-1,2-dihydropyridine-3-carbonitrile C(C1=CC=CC=C1)N1N=CC(=C1C)C(CN1C(C(=CC(=C1)C(=C)C(F)(F)F)C#N)=O)=O